F[C@H]1[C@H](NCCN(C1)C)C=1C=2N(C=CC1)C(=C(N2)C#CCNC2=C(C=C(C=C2)S(=O)(=O)C)OC)CC(F)(F)F N-(3-(8-((5R,6R)-6-fluoro-1-methyl-1,4-diazepan-5-yl)-3-(2,2,2-trifluoroethyl)imidazo[1,2-a]pyridin-2-yl)prop-2-yn-1-yl)-2-methoxy-4-(methylsulfonyl)aniline